FCCOC(F)(F)F trifluoromethyl fluoroethyl ether